(S)-3-((2,4-difluorobenzyl)oxy)-8,9,9a,10-tetrahydropyrimido[6',1':2,3]imidazo[1,5-c][1,3]oxazin-1(6H)-one FC1=C(COC2=NC(N3C(N4COCC[C@H]4C3)=C2)=O)C=CC(=C1)F